ClC1=NC2=CC=C(C=C2C(=C1)C(=O)N(C)CC=1C=NN(C1C)CC)Cl 2,6-dichloro-N-[(1-ethyl-5-methyl-1H-pyrazol-4-yl)methyl]-N-methylquinoline-4-carboxamide